FC1=CC=C(C=C1)[C@H]1COC2=C(CN1C(=O)C1CCOCC1)C=CC(=C2)C(=O)NO (S)-3-(4-fluorophenyl)-N-hydroxy-4-(tetrahydro-2H-pyran-4-carbonyl)-2,3,4,5-tetrahydrobenzo[f][1,4]oxazepine-8-carboxamide